FC(N1N=C(C=C1)[C@H](C)N)F (1S)-1-[1-(difluoromethyl)pyrazol-3-yl]ethanamine